ClC1=CC=C(C[C@H]2CO[C@H](CN2C(=O)OC(C)(C)C)C(NCC)=O)C=C1 tert-butyl (2R,5S)-5-(4-chlorobenzyl)-2-(ethylcarbamoyl)morpholine-4-carboxylate